N(=NC(C(=O)NCC)(C)C)C(C(=O)NCC)(C)C azobis(N-ethyl-2-methylpropionamide)